C(C)(C)OC(C)=O i-propylacetate